9-hydroxy-3-oxo-4-pregnene O[C@@]12[C@]3(CCC(C=C3CC[C@H]1[C@@H]1CC[C@H](CC)[C@]1(CC2)C)=O)C